(R)-(6-((3,5-difluorophenyl)sulfonyl)-1-(4-fluorophenyl)-4,4a,5,6,7,8-hexahydro-1H-pyrazolo[3,4-g]isoquinolin-4a-yl)(4-methoxypyridin-2-yl)-(R/S)-methanol FC=1C=C(C=C(C1)F)S(=O)(=O)N1C[C@]2(CC3=C(C=C2CC1)N(N=C3)C3=CC=C(C=C3)F)[C@@H](O)C3=NC=CC(=C3)OC |&1:31|